trans-2-ethynyl-4,4-difluorocyclopentane-1-carboxylic acid methyl ester COC(=O)[C@H]1[C@@H](CC(C1)(F)F)C#C